(3R,6S)-1-(7-(8-ethyl-7-fluoro-3-hydroxynaphthalen-1-yl)-8-fluoro-2-(((2R,7aS)-2-fluorohexahydro-1H-pyrrolizin-7a-yl)methoxy)pyrido[4,3-d]pyrimidin-4-yl)azepane-3,6-diol C(C)C=1C(=CC=C2C=C(C=C(C12)C1=C(C=2N=C(N=C(C2C=N1)N1C[C@@H](CC[C@@H](C1)O)O)OC[C@]12CCCN2C[C@@H](C1)F)F)O)F